(3-((phenyl-2,3,4,5-d4)bis(phenyl-d5)silyl)phenyl-2,4,5,6-d4)boronic acid C1(=C(C(=C(C(=C1)[2H])[2H])[2H])[2H])[Si](C=1C(=C(C(=C(C1[2H])[2H])[2H])B(O)O)[2H])(C1=C(C(=C(C(=C1[2H])[2H])[2H])[2H])[2H])C1=C(C(=C(C(=C1[2H])[2H])[2H])[2H])[2H]